OCC1=CCCO1 5-hydroxymethyl-dihydrofuran